C(C)(C)(C)P(C1=CC=NN1C=1C(=NN(C1C1=CC=CC=C1)C1=CC=CC=C1)C1=CC=CC=C1)C(C)(C)C 5-(di-t-butylphosphino)-1',3',5'-triphenyl-1'h-1,4'-bipyrazole